3-(2,6-Dichloropyridin-4-yl)-4-(4-methyl-5-sulfanyl-1,2,4-triazol-3-yl)benzonitrile ClC1=NC(=CC(=C1)C=1C=C(C#N)C=CC1C1=NN=C(N1C)S)Cl